5,7-dichloro-3-methyl-1,6-naphthyridine ClC1=C2C=C(C=NC2=CC(=N1)Cl)C